Cl.CC1=C(C=2N(N=C1)C=CN2)C 7,8-dimethylimidazo[1,2-b]pyridazine hydrochloride